COC1(C2=CC=CC=C2C(C=2C=CC=CC12)(C#C[Si](C)(C)C)OC)C#C[Si](C)(C)C 9,10-dimethoxy-9,10-bis((trimethylsilyl)ethynyl)-9,10-dihydroanthracene